Phosphorus tetrachloride [P](Cl)(Cl)(Cl)Cl